C(#N)C=1C=NC(=NC1)N1C[C@H](N([C@H](C1)C)C(=O)NCCC1CCN(CC1)CC1CCC1)C (2R,6S)-4-(5-cyanopyrimidin-2-yl)-N-{2-[1-(cyclobutylmethyl)piperidin-4-yl]ethyl}-2,6-dimethylpiperazine-1-carboxamide